4'-(Benzyloxy)-7-bromo-5-chloro-2'-(methylthio)-3,4,5',8'-tetrahydro-2H-spiro[naphthalene-1,7'-pyrano[4,3-d]pyrimidine]Benzyl alcohol C(C1=CC=CC=C1)OC=1C2=C(NC(N1)(C1=CC=CC=C1CO)SC)CC1(OC2)CCCC2=C(C=C(C=C21)Br)Cl